NC=1C(NC2=C3C=CC=NC3=C(C=C2C1C1=C2C=NNC2=C(C=C1)Cl)C1CCC1)=O 3-amino-4-(7-chloro-1H-indazol-4-yl)-6-cyclobutyl-1H-1,7-phenanthrolin-2-one